NC=1C=C(C(=O)NC=2C=C(C=CC2O)C(C(F)(F)F)(C(F)(F)F)C2=CC(=C(C=C2)O)NC(C2=CC(=CC=C2)N)=O)C=CC1 2,2-bis[3-(3-aminobenzoylamino)-4-hydroxyphenyl]hexafluoropropane